CC1=NC=CC(=C1)CC(=O)NC1=NNC(=C1)[C@H]1C[C@H](CC1)N(C([O-])=O)[C@@H]1CC[C@@H](CC1)O (1S,3R)-3-(3-{[(2-methylpyridin-4-yl)acetyl]amino}-1H-pyrazol-5-yl)cyclopentyl(cis-4-hydroxycyclohexyl)carbamate